tert-butyl-[1-(2,3-difluorophenyl)but-3-enoxy]-dimethyl-silane C(C)(C)(C)[Si](C)(C)OC(CC=C)C1=C(C(=CC=C1)F)F